FC1=C(C(=O)NC)C=CC(=C1)N1C[C@H](NCC1)C (R)-2-Fluoro-N-methyl-4-(3-methylpiperazin-1-yl)benzamide